NC1=NC=NC=2N(C3=C(C=CC=C3C21)C(=O)OC)CC(=O)OC(C)(C)C methyl 4-amino-9-(2-(tert-butoxy)-2-oxoethyl)-9H-pyrimido[4,5-b]indole-8-carboxylate